2-(3-(but-3-yn-1-yl)-3H-diazepin-3-yl)ethylamine C(CC#C)C1(N=NC=CC=C1)CCN